S1SC(CCCC1)=S Dithiepanethione